C(C1=CC=CC=C1)C1(N(CC(C1)CCCNC1=NC(=CC=C1)S(N)(=O)=O)C(=O)OC(C)(C)C)C tert-butyl 2-benzyl-2-methyl-4-[3-[(6-sulfamoyl-2-pyridyl)amino]propyl]pyrrolidine-1-carboxylate